COC(=O)C=1C=CC(=C2C1CCO2)NC(=O)OC(C)(C)C 7-[(tert-butoxycarbonyl)amino]-2,3-dihydro-1-benzofuran-4-carboxylic acid methyl ester